acetic acid, cinnamyl ester C(C)(=O)OCC=CC1=CC=CC=C1